C(C)OC(=O)C=1C2=C(N(N1)C1=CC=C(C=C1)CN1CCOCC1)C=1C=CC=C(C1S(C2)(=O)=O)C 6-methyl-1-(4-(morpholinylmethyl)phenyl)-1,4-dihydrothiochromeno[4,3-c]pyrazole-3-carboxylic acid ethyl ester 5,5-dioxide